CP(OC1=CC=C(C=C1)CC1CCN(CC1)C(C1=CC=CC=C1)C1=CC=CC=C1)(OCN1C(NC(C(=C1)F)=O)=O)=O 4-((1-Benzhydrylpiperidin-4-yl)methyl)phenyl ((5-fluoro-2,4-dioxo-3,4-dihydropyrimidin-1(2H)-yl)methyl) methylphosphonate